(R)-4-(2-(benzyloxy)phenyl)-N-(8-methylisoquinolin-1-yl)-N-(piperidin-3-yl)-3,6-dihydropyridine-1(2H)-carboxamide hydrochloride salt Cl.C(C1=CC=CC=C1)OC1=C(C=CC=C1)C=1CCN(CC1)C(=O)N([C@H]1CNCCC1)C1=NC=CC2=CC=CC(=C12)C